C(C)(C)NCC1=NN=C(O1)C1=C(NC2=CC=C(C=C2)C(F)(F)F)C=CC=C1 2-(5-((isopropylamino)methyl)-1,3,4-oxadiazol-2-yl)-N-(4-(trifluoromethyl)phenyl)aniline